N[C@H](C(=O)NCCOCCOCCOCCOCCOCCN=[N+]=[N-])CCC(=O)NC1=C(C(=C(C=C1C)C)Br)C (2S)-2-amino-N-(17-azido-3,6,9,12,15-pentaoxaheptadecan-1-yl)-N'-(3-bromo-2,4,6-trimethylphenyl)pentanediamide